C1(=CC=CC=C1)S(=O)(=O)N1C(=CC=2C1=NC=CC2Br)Cl 1-(benzenesulfonyl)-4-bromo-2-chloropyrrolo[2,3-b]pyridine